N,N'-(5-Amino-3-iminopyridin-2,6(1H,3H)-diyliden)bis[6,7-dimethyl-2-(piperidin-1-yl)pyrazolo[1,5-a]pyridin-3-amin] NC1=CC(C(NC1=NC=1C(=NN2C1C=CC(=C2C)C)N2CCCCC2)=NC=2C(=NN1C2C=CC(=C1C)C)N1CCCCC1)=N